NC1CC(C1)NC=1N=CC2=C(N1)C(=NC(=C2)C#N)NC2CCOCC2 2-(((1r,3r)-3-aminocyclobutyl)amino)-8-((tetrahydro-2H-pyran-4-yl)amino)pyrido[3,4-d]pyrimidine-6-carbonitrile